2-amino-4-chloro-5-fluorobenzo[d]thiazol-6-ol, hydrobromide Br.NC=1SC2=C(N1)C(=C(C(=C2)O)F)Cl